8-methoxy-N-(2-methoxy-3-pyridyl)-2-tetrahydropyran-4-yl-imidazo[1,2-a]pyrazine-6-carboxamide COC=1C=2N(C=C(N1)C(=O)NC=1C(=NC=CC1)OC)C=C(N2)C2CCOCC2